O1N=CC=C1C1=CC=C(C=C1)S(=O)(=O)N1CCN(CC1)C[C@H](C)NC1=NC=NC2=C(C=CC=C12)C(F)(F)F N-[(2S)-1-{4-[4-(1,2-oxazol-5-yl)benzenesulfonyl]piperazin-1-yl}propan-2-yl]-8-(trifluoromethyl)quinazolin-4-amine